methyl 1-(4-carbamoyl-5-((4-methoxybenzyl)amino)pyridin-2-yl)cyclopropane-1-carboxylate C(N)(=O)C1=CC(=NC=C1NCC1=CC=C(C=C1)OC)C1(CC1)C(=O)OC